tert-butyl N-[(3s)-1-(5-bromo-2-nitrophenyl)pyrrolidin-3-yl]carbamate BrC=1C=CC(=C(C1)N1C[C@H](CC1)NC(OC(C)(C)C)=O)[N+](=O)[O-]